3-chloro-4-((7-(naphthalen-2-yl)benzo[d]isothiazol-3-yl)amino)benzaldehyde ClC=1C=C(C=O)C=CC1NC1=NSC2=C1C=CC=C2C2=CC1=CC=CC=C1C=C2